6-chloro-3-{3-[(6-fluoronaphthalen-1-yl)oxy]propyl}-1-{2-[4-(2-oxopiperazin-1-yl)piperidin-1-yl]ethyl}-7-(1,3,5-trimethyl-1H-pyrazol-4-yl)-1H-indole-2-carboxylic acid hydrochloride Cl.ClC1=CC=C2C(=C(N(C2=C1C=1C(=NN(C1C)C)C)CCN1CCC(CC1)N1C(CNCC1)=O)C(=O)O)CCCOC1=CC=CC2=CC(=CC=C12)F